NCCC[SiH2]C(O[Si](C)(C)C)O[Si](C)(C)C 3-aminopropyl-bis(trimethylsilyloxy)methylsilane